C(C1=CC=CC=C1)OCCO[C@H]1[C@@H]2[C@H](OC1)[C@H](CO2)O[Si](C2=CC=CC=C2)(C2=CC=CC=C2)C(C)(C)C [(3R,3aR,6S,6aS)-3-(2-benzyloxyethoxy)-2,3,3a,5,6,6a-hexahydrofuro[3,2-b]furan-6-yl]oxy-tert-butyl-diphenyl-silane